N[C@@H]1[C@@H](OCC12CCN(CC2)C2=CN=C1C(N(C(NC1=N2)=O)C2=C(C(=CC=C2)C2=NC=CN=C2)Cl)=O)C 7-((3S,4S)-4-amino-3-methyl-2-oxa-8-azaspiro[4.5]decane-8-yl)-3-(2-chloro-3-(pyrazine-2-yl)phenyl)pteridine-2,4(1H,3H)-dione